C(C)(C)(C)OC\C=C\C1=CC=C(C=C1)O p-Coumaryl tert-butyl ether